7-Methoxy-3-(trifluoromethyl)quinoxalin COC1=CC=C2N=C(C=NC2=C1)C(F)(F)F